2-(PYRIMIDIN-5-YL)ACETALDEHYDE N1=CN=CC(=C1)CC=O